1-(4-isopropoxy-3-methoxybenzyl)-3-(2-isopropylphenyl)piperazine C(C)(C)OC1=C(C=C(CN2CC(NCC2)C2=C(C=CC=C2)C(C)C)C=C1)OC